OC1(COC1)C1=CC=C(C=C1)C(=O)N1CCC(CC1)OC1=CC=C(C=C1)OC (4-(3-hydroxyoxetan-3-yl)phenyl)(4-(4-methoxyphenoxy)piperidin-1-yl)methanone